N1=CC=C2N1C=CC=N2.[Na] sodium pyrazolo[1,5-a]pyrimidin